CC1=C(C=C)C(=CC=C1C)C 2,3,6-trimethyl-styrene